4-(2-morpholinoethoxy)aniline hydrochloride Cl.O1CCN(CC1)CCOC1=CC=C(N)C=C1